ClC1=CC=C(C=C1)CC(CCC)=O 1-(4-chlorophenyl)pentanone